amino-5-bromo-2-chloropyrimidine NC1=NC(=NC=C1Br)Cl